(3S,6E,10S)-6,10-dimethyl-3-isopropylcyclodecan-6-ene-1,4-dione C/C=1/CC([C@@H](CC([C@H](CC/C1)C)=O)C(C)C)=O